(S)-5-chloro-4-(cyclopentylmethoxy)-2-fluoro-N-((3-(piperidin-4-yloxy)pyrrolidin-1-yl)sulfonyl)benzamide ClC=1C(=CC(=C(C(=O)NS(=O)(=O)N2C[C@H](CC2)OC2CCNCC2)C1)F)OCC1CCCC1